N[C@H](C(=O)O)CCCCCC l-2-Aminooctanoic acid